ClC1=CC=C(C=C1)C(C(=O)N1CCC2(CC1)OC1=C(O2)C=CC(=C1)C#CC(=O)N)C(C)C 3-(1'-(2-(4-chlorophenyl)-3-methylbutanoyl)spiro[benzo[d][1,3]dioxole-2,4'-piperidin]-5-yl)propiolamide